methyl 4-amino-1-(6-(1-hydroxyethyl)pyridin-3-yl)-2-oxo-7-(trifluoromethyl)-1,2-dihydro-1,8-naphthyridine-3-carboxylate NC1=C(C(N(C2=NC(=CC=C12)C(F)(F)F)C=1C=NC(=CC1)C(C)O)=O)C(=O)OC